N1(CCNCC1)CC1=CC=C(C=C1)S(=O)(=O)N1CCN(CC1)C1=NC=CC(=C1)C(F)(F)F 1-((4-(piperazin-1-ylmethyl)phenyl)sulfonyl)-4-(4-(trifluoromethyl)pyridin-2-yl)piperazine